FC(S(=O)(=O)OC=1C=C2C(=NC1)N(C=C2)S(=O)(=O)C(F)(F)F)(F)F 1-(trifluoromethanesulfonyl)-pyrrolo[2,3-b]pyridin-5-yl trifluoromethanesulfonate